OC1(CCN(CC12CCCC2)C(=O)N2[C@@H](CN(CC2)C(=O)OC(C)(C)C)C)CN2C=NC(=CC2=O)C2=CC=CC=C2 tert-butyl (3R)-4-(10-hydroxy-10-((6-oxo-4-phenylpyrimidin-1(6H)-yl)methyl)-7-azaspiro[4.5]decane-7-carbonyl)-3-methylpiperazine-1-carboxylate